CC(CCN[C@@H](CC(O)=O)C(=O)N[C@@H](CC1=CC=CC=C1)C(=O)O)(C)C N-[N-(3,3-dimethylbutyl)-L-alpha-aspartyl]-L-phenylalanine